P(=O)([O-])([O-])[O-].[Ni+2].[P+3] phosphorus nickel phosphate